N-methyl-N-phenylcarbamic acid chloride CN(C(=O)Cl)C1=CC=CC=C1